COC=1C=C(C=CC1)CC(CC(=O)OCC)=O ethyl 4-(3-methoxyphenyl)-3-oxobutanoate